C[C@H]1N([C@H](CN(C1)C1=CC=CC2=CC=CC=C12)C)C(=O)OC(C)(C)C tert-butyl (2R,6S)-2,6-dimethyl-4-(1-naphthyl)piperazine-1-carboxylate